(4-methoxyphenylmethyl)-s-triazine COC1=CC=C(C=C1)CC1=NC=NC=N1